3-(6-(Hydroxymethyl)-1-oxoisoindolin-2-yl)-3-methylpiperidine-2,6-dione OCC1=CC=C2CN(C(C2=C1)=O)C1(C(NC(CC1)=O)=O)C